2-(7-bromo-4-oxoquinazolin-3(4H)-yl)-2-phenylacetic acid methyl ester COC(C(C1=CC=CC=C1)N1C=NC2=CC(=CC=C2C1=O)Br)=O